benzyl 2-((((9H-fluoren-9-yl) methoxy) carbonyl) amino)-5-amino-5-oxopentanoate C1=CC=CC=2C3=CC=CC=C3C(C12)COC(=O)NC(C(=O)OCC1=CC=CC=C1)CCC(=O)N